2-Chloro-N-(o-tolylsulfonyl)-6-[3-[[1-(trifluoromethyl)cyclopropyl]methoxy]pyrazol-1-yl]pyridine-3-carboxamide ClC1=NC(=CC=C1C(=O)NS(=O)(=O)C1=C(C=CC=C1)C)N1N=C(C=C1)OCC1(CC1)C(F)(F)F